OCCCNC(C1=CC=C(C=C1)C1=NC(=NC=C1C)NC=1C=NN(C1)C)=O N-(3-hydroxypropyl)-4-(5-methyl-2-((1-methyl-1H-pyrazol-4-yl)amino)pyrimidin-4-yl)benzamide